(S)-N-(4-((4-(4-aminopyrimidin-2-yl)-1-methyl-1H-pyrazol-5-yl)oxy)butan-2-yl)-6'-chloro-5-((1-(2,2,2-trifluoroethyl)piperidin-4-yl)oxy)-[2,3'-bipyridin]-4'-amine NC1=NC(=NC=C1)C=1C=NN(C1OCC[C@H](C)NC1=C(C=NC(=C1)Cl)C1=NC=C(C=C1)OC1CCN(CC1)CC(F)(F)F)C